C(=O)OC1C(C(C(C(C1(F)F)(F)F)(F)F)(F)F)(F)F 2,3,4,5,6-pentafluoro-2,3,4,5,6-pentafluorophenyl formate